6-chloro-N-[5-(difluoromethoxy)-4,6-dimethoxy-pyrimidin-2-yl]-7-thiazol-4-yl-1H-indole-3-sulfonamide ClC1=CC=C2C(=CNC2=C1C=1N=CSC1)S(=O)(=O)NC1=NC(=C(C(=N1)OC)OC(F)F)OC